ClC=1C=CC=2N(C(C=C(N2)COC2=C(C=CC=C2)NC(C(C)(C)C)=O)=O)C1 N-(2-((7-chloro-4-oxo-4H-pyrido[1,2-a]pyrimidine-2-yl)methoxy)phenyl)pivalamide